N-(1-(hydroxymethyl)cyclopropyl)-5-(4-(trifluoromethyl)phenyl)-2-naphthamide OCC1(CC1)NC(=O)C1=CC2=CC=CC(=C2C=C1)C1=CC=C(C=C1)C(F)(F)F